2-(4-(benzyloxy)benzyl)isoquinolin-1(2H)-one C(C1=CC=CC=C1)OC1=CC=C(CN2C(C3=CC=CC=C3C=C2)=O)C=C1